FC=1C=C(C#N)C=C(C1)C1CCN2N1C(C(C2)(C)CC)=O 3-fluoro-5-(6-ethyl-6-methyl-5-oxo-1,2,3,7-tetrahydropyrazolo[1,2-a]pyrazol-3-yl)benzonitrile